6-((2-((3r,4r)-3-amino-4-fluoropiperidin-1-yl)-5,6-difluoro-1H-benzo[d]imidazol-1-yl)methyl)nicotinonitrile N[C@@H]1CN(CC[C@H]1F)C1=NC2=C(N1CC1=NC=C(C#N)C=C1)C=C(C(=C2)F)F